[Na+].C(=O)([O-])O[Si](O)(O)CC carboxyl-ethyl-silanetriol sodium salt